FC1(CNCC1(F)F)F 3,3,4,4-tetrafluoropyrrolidin